tert-Butyl 3-(4-(3-(2-hydroxypropan-2-yl)cyclobutoxy)-7-(thiazol-2-yl)benzo[d]oxazol-2-yl)-3,6-diazabicyclo[3.1.1]heptane-6-carboxylate OC(C)(C)C1CC(C1)OC1=CC=C(C2=C1N=C(O2)N2CC1N(C(C2)C1)C(=O)OC(C)(C)C)C=1SC=CN1